ClC=1C=CC(=C(C1)[C@H](CCN([C@H](C(=O)O)C1=C(C(=CC=C1)C)C1CCC(CC1)OC)C)CCN1CC(CC1)(C)C)C (S)-2-(((S)-3-(5-chloro-2-methylphenyl)-5-(3,3-dimethylpyrrolidin-1-yl)pentyl)(methyl)amino)-2-(2-((1r,4S)-4-methoxycyclohexyl)-3-methylphenyl)acetic acid